1-(9Z-hexadecenoyl)-2-tetradecanoyl-glycero-3-phosphoserine CCCCCCCCCCCCCC(=O)O[C@H](COC(=O)CCCCCCC/C=C\CCCCCC)COP(=O)(O)OC[C@@H](C(=O)O)N